COC=1C=C2CCN(CC2=CC1NC1=NC=C2C(=N1)N(N=C2C)[C@@H]2CC[C@H](CC2)O)C (trans)-4-(6-((6-methoxy-2-methyl-1,2,3,4-tetrahydroisoquinolin-7-yl)amino)-3-methyl-1H-pyrazolo[3,4-d]pyrimidin-1-yl)cyclohexan-1-ol